FC1(CC(C1)C(CC(=O)N[C@@H](COC(F)(F)F)C1=CC(=CC=C1)OC(F)F)=O)F (R)-3-(3,3-difluorocyclobutyl)-N-(2-(trifluoromethoxy)-1-(3-(difluoromethoxy)phenyl)ethyl)-3-oxopropanamide